C1(CCCCCC1)NC(=O)C1(CC1)C(=O)NC1=CC=CC=C1 N'-cycloheptyl-N-phenylcyclopropane-1,1-dicarboxamide